O=C1NC(CCC1N1C(C2=CC=CC(=C2C1=O)NCC1=C(C=C(CN2CCN(CC2)C2=NC=C(C(=O)N)C=C2)C=C1)F)=O)=O 6-(4-(4-((2-(2,6-dioxopiperidin-3-yl)-1,3-dioxoisoindolin-4-ylamino)methyl)-3-fluorobenzyl)piperazin-1-yl)nicotinamide